2-(4-{[(1s,3s)-3-hydroxy-3-methylcyclobutyl]amino}pyrido[3,4-d]pyridazin-1-yl)-5-(trifluoromethyl)phenol OC1(CC(C1)NC=1N=NC(=C2C1C=NC=C2)C2=C(C=C(C=C2)C(F)(F)F)O)C